[N+](=O)([O-])CC(C1=CC=CC=C1)C1=C(NC2=CC=C(C=C12)B(O)O)C1=CC=CC=C1 (3-(2-nitro-1-phenylethyl)-2-phenyl-1H-indol-5-yl)boronic acid